(6-morpholinopyridin-3-yl)methylamine O1CCN(CC1)C1=CC=C(C=N1)CN